O=CCCC(=O)OC 4-oxobutanoic acid, methyl ester